OCCOC(CCP([O-])(=O)C1=CC=CC=C1)=O.[Na+].N1(CCOCC1)C(CSC1=NSC(=N1)SCC(=O)N1CCOCC1)=O 4-{[(3-{[2-(4-morpholinyl)-2-oxoethyl]sulfanyl}-1,2,4-thiadiazol-5-yl)sulfanyl]acetyl}morpholine sodium (3-(2-hydroxyethoxy)-3-oxopropanyl)(phenyl)phosphinate